ClC=1C=C(C2=C(C=C(O2)CNC(OC(C)(C)C)=O)C1)C#N tert-butyl ((5-chloro-7-cyanobenzofuran-2-yl)methyl)carbamate